N-(biphenyl-4-yl)-9,9-dimethyl-N-(4-(9-phenyl-9H-carbazole-3-yl)phenyl)-9H-fluorene-2-amine C1(=CC=C(C=C1)N(C1=CC=2C(C3=CC=CC=C3C2C=C1)(C)C)C1=CC=C(C=C1)C=1C=CC=2N(C3=CC=CC=C3C2C1)C1=CC=CC=C1)C1=CC=CC=C1